[Si](C)(C)(C(C)(C)C)OCC[C@@H](C=O)NC(OC(C)(C)C)=O t-butyl (S)-(4-((t-butyldimethylsilyl)oxy)-1-oxobutan-2-yl)carbamate